N1(C=CC=2C1=NC=CC2)C2=CC=C(N)C=C2 4-pyrrolo[2,3-b]pyridin-1-yl-aniline